1,3,5-triallyl-1,3,5-trisilacyclohexane C(C=C)[SiH]1C[SiH](C[SiH](C1)CC=C)CC=C